C(C)(=O)[O-].C(C1=CC=CC=C1)N1C=[N+](C=C1)C(CC(C)(C)C)(C)C 1-benzyl-3-(1,1,3,3-tetramethylbutyl)imidazolium acetate